(R)-(5-chloro-2,4-diphenyl-2,3-dihydrobenzofuran-2-yl)methylamine ClC=1C=CC2=C(C[C@@](O2)(C2=CC=CC=C2)CN)C1C1=CC=CC=C1